trans-4-((5-amino-1-(phenylsulfonyl)-1H-pyrrolo[2,3-b]pyridin-4-yl)amino)cyclohexanecarbonitrile NC=1C(=C2C(=NC1)N(C=C2)S(=O)(=O)C2=CC=CC=C2)N[C@@H]2CC[C@H](CC2)C#N